C(#N)C1=C(C2=C(N(C(N(C2=O)C(C(=O)O)(C)C)=O)CC(OC2CCOCC2)C2=C(C=CC=C2)OCC)S1)C 2-(6-cyano-1-(2-(2-ethoxyphenyl)-2-((tetrahydro-2H-pyran-4-yl)oxy)ethyl)-5-methyl-2,4-dioxo-1,2-dihydrothieno[2,3-d]pyrimidin-3(4H)-yl)-2-methylpropanoic acid